4-propyl-biphenyl-boric acid B(O)(O)O.C(CC)C1=CC=C(C=C1)C1=CC=CC=C1